2,6-Diethyl-4-methyl-phenylamin C(C)C1=C(C(=CC(=C1)C)CC)N